FC=1C=C(C=C(C1)F)C1=NO[C@](C1)(C(=O)N[C@H]1COC(=C1)C(=O)OC)C Methyl (3R)-3-[[(5R)-3-(3,5-difluorophenyl)-5-methyl-4H-isoxazole-5-carbonyl]amino]-2,3-dihydrofuran-5-carboxylat